O1C(=CC=C1)CN1C(C2=CC=C(C=C2C(C12CCCC2)(C(=O)O)C)C)=O 2'-(furan-2-ylmethyl)-4',6'-dimethyl-1'-oxo-1',4'-dihydro-2'H-spiro[cyclopentane-1,3'-isoquinoline]-4'-carboxylic acid